ClC1=C(C=2N=C(N=C(C2C=N1)N1CC2CCC(C1)N2C(=O)[O-])OC[C@@]21CCCN1C[C@H](C2)F)F 3-(7-chloro-8-fluoro-2-(((2s,7aR)-2-fluorohexahydro-1H-pyrrolizin-7a-yl)methoxy)pyrido[4,3-d]pyrimidin-4-yl)-3,8-diazabicyclo[3.2.1]octane-8-carboxylate